BrC=1C=C(C=NC1)CN (5-bromo-3-pyridyl)methanamine